2-[1-[2-[4-(Hydroxymethyl)-4-methyl-1-piperidyl]-6-methyl-4-oxo-chromen-8-yl]ethylamino]benzoic acid OCC1(CCN(CC1)C=1OC2=C(C=C(C=C2C(C1)=O)C)C(C)NC1=C(C(=O)O)C=CC=C1)C